CN1C2=CC=CC=C2C=2C([C@H](CCC12)CN1C(=NC=C1)C)=O |r| (RS)-9-Methyl-3-[(2-methyl-1H-imidazol-1-yl)methyl]-2,3-dihydro-1H-carbazol-4(9H)-one